4-methoxyphenyl-4,6-bis(trichloromethyl)-1,3,5-triazine COC1=CC=C(C=C1)C1=NC(=NC(=N1)C(Cl)(Cl)Cl)C(Cl)(Cl)Cl